COCCOCC(C)C ethylene glycol isobutyl methyl ether